BrC1=CC=CC(=N1)/C(=N/O)/Cl (Z)-6-bromo-N-hydroxypicolinimidoyl chloride